ClC=1C(=NC=CN1)C(=O)C1CC1 (3-chloropyrazin-2-yl)(cyclopropyl)methanone